CC(C[C@@H](C(N[C@H](C=O)C[C@H]1C(NCC1)=O)=O)NC(OC(CCC)C1=CC=CC=C1)=O)C 1-Phenylbutyl ((S)-4-methyl-1-oxo-1-(((S)-1-oxo-3-((S)-2-oxopyrrolidin-3-yl)propan-2-yl) amino)pentan-2-yl)carbamate